Acetic Acid, Succinimidyl Ester C(C)(=O)ON1C(CCC1=O)=O